ClC=1C=C(C(=NC1)C)S(=O)(=O)NC1=C(C(=C(C=C1)F)C=1C=CC=2N(C1)C=NC2N2N=NN=C2)F 5-chloro-N-[2,4-difluoro-3-[1-(1,2,3,4-tetrazol-1-yl)imidazo[1,5-a]pyridin-6-yl]phenyl]-2-methylpyridine-3-sulfonamide